but-3-en-1-yl-2-methylpropane-2-sulfinamide C(CC=C)CC(C)(S(=O)N)C